BrC1(CC(C2=CC=C(C=C12)Br)=O)Br 3,3,5-tribromo-1-indanone